C(C)(C)C1=C(CC(CC1)C)C1=C(C=CC=C1)C(C(CCCC(C)O)(C)O)C 2-isopropyl-5-methyl-1-(2,6-dihydroxy-1,2-dimethylheptylphenyl)cyclohex-1-ene